[Na].CN(C)CC1=CC=C(C=C1)S(=O)(=O)NC(NC1=C2CCCC2=CC=2CCCC12)=O 4-((Dimethylamino)methyl)-N-((1,2,3,5,6,7-hexahydro-s-indacen-4-yl)carbamoyl)benzenesulfonamide, sodium salt